C1=CC=C(C2=C1C1=C(O2)C=C2C=CC=CC2=C1)C1=NC(=CC(=C1)CC(C)(C)C)[2H] 2-(naphtho[2,3-B]benzofuran-4-yl)-4-neopentylpyridin-6-d